FC=1SC=CC1NC(=O)[C@H]1C(N(C[C@@H]1C1=CC(NN1C)C(F)(F)F)C)=O (3S,4R)-N-(2-fluoro-3-thienyl)-1-methyl-4-[1-methyl-3-(trifluoromethyl)-3H-pyrazol-5-yl]-2-oxo-pyrrolidine-3-carboxamide